trans-2-phenyl-1-vinylcyclopropane C1(=CC=CC=C1)[C@H]1[C@@H](C1)C=C